ClC=1C(=C(C#N)C=C(C1)C(C)(C)C1=CC=C(C=C1)OCC=1C=NC(=NC1)S(=O)(=O)C)OCCCCCOCC(OC)OC 3-chloro-2-((5-(2,2-dimethoxyethoxy)pentyl)oxy)-5-(2-(4-((2-(methylsulfonyl)pyrimidin-5-yl)methoxy)phenyl)propan-2-yl)benzonitrile